NC=1C2=C(N=CN1)N(C=C2)[C@H]2[C@@H]([C@@H]([C@](O2)(CO)N=[N+]=[N-])O)O (2R,3S,4R,5R)-5-(4-amino-7H-pyrrolo[2,3-d]pyrimidin-7-yl)-2-azido-2-(hydroxymethyl)tetrahydrofuran-3,4-diol